(1S,2R,3S,6R,7S,9R)-N-[cyano(isoquinolin-4-yl)methyl]-4-[(2S)-3,3-dimethyl-2-(2,2,2-trifluoroacetamido)butanoyl]-9-fluoro-4-azatricyclo[5.2.1.0^{2,6}]decane-3-carboxamide C(#N)C(NC(=O)[C@@H]1[C@H]2[C@H]3[C@@H](C[C@@H]([C@H]2CN1C([C@H](C(C)(C)C)NC(C(F)(F)F)=O)=O)C3)F)C3=CN=CC1=CC=CC=C31